5-(benzyloxy)-6-(diethylamino)pyrimidine-4-carboxylic acid C(C1=CC=CC=C1)OC=1C(=NC=NC1N(CC)CC)C(=O)O